ClC1=CC=C(CN2CCN(C3=CC=CC=C23)C(=O)NC2CNCC2)C=C1 4-(4-chlorobenzyl)-N-(pyrrolidin-3-yl)-3,4-dihydroquinoxaline-1(2H)-carboxamide